(S)-2-(2-(2-hydroxyphenyl)-6a,7,9,10-tetrahydro-5H-pyrazino[1',2':4,5]pyrazino[2,3-c]pyridazin-8(6H)-yl)-1-(piperazin-1-yl)ethanone OC1=C(C=CC=C1)C=1C=C2C(=NN1)NC[C@@H]1N2CCN(C1)CC(=O)N1CCNCC1